ethanol diglycolate C(COCC(=O)O)(=O)O.C(C)O